FC\1CN(CC/C1=C\C(=O)O)C1=NC=C(C=N1)C(F)(F)F (E)-2-(3-fluoro-1-(5-(trifluoromethyl)pyrimidin-2-yl)piperidin-4-ylidene)acetic Acid